OC[C@H]1O[C@@H]([C@@H]([C@H]([C@H]1O)N1N=NC(=C1)C1=C(C(=C(C=C1)F)F)F)OC)CC=1N=NN(C1)C1CC2(CC2)C1 (2R,3R,4S,5R,6R)-2-(hydroxymethyl)-5-methoxy-6-((1-(spiro[2.3]hexan-5-yl)-1H-1,2,3-triazol-4-yl)methyl)-4-(4-(2,3,4-trifluorophenyl)-1H-1,2,3-triazol-1-yl)tetrahydro-2H-pyran-3-ol